3-(2-{[(1-benzyl-1H-indol-6-ylmethyl)-amino]-methyl}-6-fluoro-1H-indol-3-yl)-5-hydroxy-2,3-dihydro-isoindol-1-one C(C1=CC=CC=C1)N1C=CC2=CC=C(C=C12)CNCC=1NC2=CC(=CC=C2C1C1NC(C2=CC=C(C=C12)O)=O)F